N(=C=S)C1=NN(C(=C1)C(F)(F)F)C1CC2(COC2)C1 3-isothiocyanato-1-(2-oxaspiro[3.3]heptan-6-yl)-5-(trifluoromethyl)-1H-pyrazole